(S)-2-amino-5-((tert-butoxycarbonyl)amino)pentanoic acid N[C@H](C(=O)O)CCCNC(=O)OC(C)(C)C